ClC=1C=CC2=C(C(=NC3=C(O2)C=CC=C3)N3CCN(CC3)C)C1 2-chloro-11-(4-methylpiperazin-1-yl)dibenzo[b,f][1,4]oxazepine